2-sulfanyl-3H,5H,6H,7H-cyclopenta[d]pyrimidin-4-one SC=1NC(C2=C(N1)CCC2)=O